(1-methylpiperidin-4-yl)-7-(4-(neopentyloxy)benzyl)-5,7-diazaspiro[2.5]octan-6-one CN1CCC(CC1)C1CC12CNC(N(C2)CC2=CC=C(C=C2)OCC(C)(C)C)=O